(1R,3'R,4'S,5'S,6'R)-6-(4-ethylbenzyl)-3',4',5'-trihydroxy-6'-(hydroxymethyl)-3',4',5',6'-tetrahydro-3H-spiro[isobenzofuran-1,2'-pyran]-3-one C(C)C1=CC=C(CC2=CC=C3C(O[C@]4(O[C@@H]([C@H]([C@@H]([C@H]4O)O)O)CO)C3=C2)=O)C=C1